(E)-undec-2-en-1-yl 6-bromohexanoate BrCCCCCC(=O)OC\C=C\CCCCCCCC